ethyl-3-(4-(4,4,5,5-tetramethyl-1,3,2-dioxaborolan-2-yl)phenyl)urea C(C)NC(=O)NC1=CC=C(C=C1)B1OC(C(O1)(C)C)(C)C